2-(4-cyclopropyl-6-methoxypyrimidin-5-yl)-8-(4-(1-isopropyl-4-(trifluoromethyl)-1H-imidazol-2-yl)benzyl)-5,8-dihydropyrido[2,3-d]pyrimidin-7(6H)-one C1(CC1)C1=NC=NC(=C1C=1N=CC2=C(N1)N(C(CC2)=O)CC2=CC=C(C=C2)C=2N(C=C(N2)C(F)(F)F)C(C)C)OC